NC12CCC(CC1)(C2)NC(OC(C)(C)C)=O tert-butyl N-(4-aminonorbornan-1-yl)carbamate